(1R,2S,5R)-1-amino-2-(((S)-2-amino-3-(4-hydroxyphenyl)propanamido)methyl)-5-(2-boronoethyl)cyclohexane-1-carboxylic acid N[C@]1([C@@H](CC[C@H](C1)CCB(O)O)CNC([C@H](CC1=CC=C(C=C1)O)N)=O)C(=O)O